C1(CCCCC1)NC[Si](OCC)(OCC)OCC N-cyclohexyl-1-aminomethyltriethoxysilane